3-methyl (3S,5R)-5-(2,3-dichloro-6-(methoxymethoxy)phenyl)pyrrolidine-1,3-dicarboxylate ClC1=C(C(=CC=C1Cl)OCOC)[C@H]1C[C@@H](CN1C(=O)[O-])C(=O)OC